S(SSSSSSS)C1=CC=2C(=NN(N2)C2=C(C(=CC(=C2)C)C(C)(C)C)O)C=C1 2-(5-octa-sulfanyl-2H-benzotriazol-2-yl)-6-tert-butyl-4-methylphenol